CC(CCCCCCCCCCCCCCNC)CCC 15,N-dimethyl-octadecylamine